ClC=1C=C(C=C(C1)Cl)CS(=O)(=O)NC1=C(C=CC(=C1)C(=O)N1CCC(CC1)C1=CC=C(C=C1)OC=1N=NC(=CC1)C(F)(F)F)N1CCN(CC1)CC 1-(3,5-dichlorophenyl)-N-(2-(4-ethylpiperazin-1-yl)-5-(4-(4-((6-(trifluoromethyl)pyridazin-3-yl)oxy)phenyl)piperidine-1-carbonyl)phenyl)methanesulfonamide